NC1=NC=2C(=CC=CC2C=2N1N=C(N2)C2CC(C2)C2=CC=C(C=C2)C(C)(C)O)OC 2-(4-((1s,3s)-3-(5-amino-7-methoxy-[1,2,4]triazolo[1,5-c]quinazolin-2-yl)cyclobutyl)phenyl)propan-2-ol